C(#N)C1=NNC2=CC=CC=C12 Cyano-indazole